N6-[2-Amino-2-(3-ethynylphenyl)ethyl]-N4-tert-butyl-1-methyl-pyrazolo[3,4-d]pyrimidine-4,6-diamine NC(CNC1=NC(=C2C(=N1)N(N=C2)C)NC(C)(C)C)C2=CC(=CC=C2)C#C